BrC1=C2OCCN3C(N(C(C=C1)=C32)C3C(NC(CC3)=O)=O)=O 3-(6-bromo-2-oxo-3,4-dihydro-5-oxa-1,2a-diazaacenaphthylen-1(2H)-yl)piperidine-2,6-dione